C(#N)[C@@H](C[C@H]1C(NCC1)=O)NC(=O)[C@H]1N([C@H]2CC([C@@H]1CC2)(F)F)C([C@@H](CC2CCC2)NC(C(F)(F)F)=O)=O (1R,3S,4R)-N-((R)-1-cyano-2-((S)-2-oxopyrrolidin-3-yl)ethyl)-2-((R)-3-cyclobutyl-2-(2,2,2-trifluoroacetamido)propanoyl)-5,5-difluoro-2-azabicyclo[2.2.2]octane-3-carboxamide